2-(4-(6-amino-2-((dimethylamino)methyl)pyridin-3-yl)morpholin-2-yl)propan-2-ol NC1=CC=C(C(=N1)CN(C)C)N1CC(OCC1)C(C)(C)O